ClC1=CC(=C(C=N1)C1=NC=C(C=C1)N1C[C@@H](O[C@@H](C1)C)C)N 6'-chloro-5-(Cis-2,6-dimethylmorpholino)-[2,3'-bipyridin]-4'-amine